(S)-quinuclidin-3-yl (7-([1,1'-biphenyl]-3-yl)chroman-4-yl)carbamate C1(=CC(=CC=C1)C1=CC=C2C(CCOC2=C1)NC(O[C@@H]1CN2CCC1CC2)=O)C2=CC=CC=C2